2,2-dimethyl-1-(3-dimethylethoxysilylpropyl)-1-aza-2-silacyclopentane C[Si]1(N(CCC1)CCC[Si](OCC)(C)C)C